[C@H]12CC(C[C@H](CCC1)N2)OC2=CN=CC(=N2)NC2=NNC(=C2)C(C)C 6-(((1R,3s,5S)-9-azabicyclo[3.3.1]nonan-3-yl)oxy)-N-(5-isopropyl-1H-pyrazol-3-yl)pyrazin-2-amine